6-bromo-3-methyl-1-((1-methyl-1H-pyrazol-3-yl)methyl)-3,4-dihydroquinazolin-2(1H)-one BrC=1C=C2CN(C(N(C2=CC1)CC1=NN(C=C1)C)=O)C